[(1S,2S,3R,4S,6R)-4,6-diazido-3-[(2R,3R,6S)-3-azido-6-[(1R)-1-[benzyl(benzyloxycarbonyl) amino]-2-benzyloxy-ethyl]tetrahydropyran-2-yl]oxy-2-hydroxy-cyclohexyl] acetate C(C)(=O)O[C@@H]1[C@H]([C@@H]([C@H](C[C@H]1N=[N+]=[N-])N=[N+]=[N-])O[C@H]1O[C@@H](CC[C@H]1N=[N+]=[N-])[C@@H](COCC1=CC=CC=C1)N(C(=O)OCC1=CC=CC=C1)CC1=CC=CC=C1)O